N1(CCOCC1)C1=CC(=NC=C1)NC1=NC=NC2=CC(=C(C=C12)NC(CCCCC(=O)OC)=O)OC methyl 6-((4-((4-morpholinylpyridin-2-yl) amino)-7-methoxyquinazolin-6-yl) amino)-6-oxohexanoate